ClC1=C(C=C(C=C1NC1=NC=2N(C(=N1)NCC)N=CC2C#N)C#N)N2[C@H](CN(CC2)[C@H](C(=O)N)C)C (2S)-2-[(3S)-4-(2-Chloro-5-cyano-3-{[8-cyano-4-(ethylamino)pyrazolo[1,5-a][1,3,5]triazin-2-yl]amino}phenyl)-3-methylpiperazin-1-yl]propanamide